2-[[7-Acetamido-6-[4-[(E)-3-(4-chlorophenyl)-3-oxoprop-1-enyl]phenoxy]-2-(furan-2-yl)-4,4a,6,7,8,8a-hexahydropyrano[3,2-d][1,3]dioxin-8-yl]oxy]propanoic acid C(C)(=O)NC1C(C2OC(OCC2OC1OC1=CC=C(C=C1)\C=C\C(=O)C1=CC=C(C=C1)Cl)C=1OC=CC1)OC(C(=O)O)C